5-cyclooctadiene-ethanol C1=CC=CC(CCC1)CCO